6-[3-amino-5-(hydroxymethyl)phenyl]-4-[[(1R,3S)-3-amino-2,2,3-trimethyl-cyclopentyl]-amino]-N'-[4-[tert-butyl(dimethyl)silyl]oxy-2-ethyl-phenyl]pyrrolo[1,2-b]pyridazine-3-carboxamidine NC=1C=C(C=C(C1)CO)C=1C=C2N(N=CC(=C2N[C@H]2C([C@@](CC2)(C)N)(C)C)C(=NC2=C(C=C(C=C2)O[Si](C)(C)C(C)(C)C)CC)N)C1